CS(=O)OS(=O)(=O)C 1-(methylsulfonyl) methanesulphinate